O[C@@H]1CN(C[C@@H]1O)C(C#CC=1C=C(C(=CC1)C1=C(C=CC=C1)C(F)(F)F)C(=O)O)=O 4-{3-[(3R,4S)-3,4-dihydroxypyrrolidin-1-yl]-3-oxoprop-1-yn-1-yl}-2'-(trifluoromethyl)[1,1'-biphenyl]-2-carboxylic acid